4-amino-1-(4-aminophenyl)-7-bromo-2-oxo-1,2-dihydroquinoline-3-carboxylate NC1=C(C(N(C2=CC(=CC=C12)Br)C1=CC=C(C=C1)N)=O)C(=O)[O-]